Cl.Cl.C(CCCCCCC(OC)=N)(OC)=N Dimethyl suberimidate-2HCl